[Si](C)(C)(C(C)(C)C)OCC1(CCCCC1)CN1N=C(C=2C=NC(=CC21)Cl)N2C[C@@H](CC2)CS(=O)(=O)CC (R)-1-((1-(((tert-butyldimethylsilyl)oxy)methyl)cyclohexyl)methyl)-6-chloro-3-(3-((ethylsulfonyl)methyl)pyrrolidin-1-yl)-1H-pyrazolo[4,3-c]pyridine